iron-silicon-manganese [Mn].[Si].[Fe]